C(C)OC1=CC=C(C=N1)C1=C(N=CC(=N1)C(=O)N/N=C/C=1N(C=CC1)C)O (E)-6-(6-ethoxypyridin-3-yl)-5-hydroxy-N'-((1-methyl-1H-pyrrol-2-yl)methylene)pyrazine-2-carbohydrazide